(R)-3-fluorobenzenepropanol FC=1C=C(C=CC1)CCCO